6-(1-methyl-1H-pyrazol-4-yl)-3-(3-(1-methyl-1H-pyrazol-4-yl)pyrazolo[1,5-a]pyridin-5-yl)-1H-pyrrolo[2,3-b]pyridine CN1N=CC(=C1)C1=CC=C2C(=N1)NC=C2C2=CC=1N(C=C2)N=CC1C=1C=NN(C1)C